N-(5-chloro-2,4-difluoro-phenyl)-N,3,3-trimethyl-indoline-2-carboxamide ClC=1C(=CC(=C(C1)N(C(=O)C1NC2=CC=CC=C2C1(C)C)C)F)F